FC1(CC(C1)C1=C(C=C(C=C1)C(NC(=O)C1N(CC(C1)F)C(CC=1OC(=CN1)C)=O)C1=CC=CC=C1)F)F N-{[4-(3,3-difluorocyclobutyl)-3-fluorophenyl](phenyl)methyl}-4-fluoro-1-[2-(5-methyl-1,3-oxazol-2-yl)acetyl]pyrrolidine-2-carboxamide